N(C(=N)N)N=C(C(=O)O)C1=CC=CC=C1 2-(carbamimidamido-imino)-2-phenylacetic acid